C(C1=CC=CC=C1)N1C2CN(CC1C2)C2=CC=C(C=N2)C=2C=1N(C=C(N2)Cl)N=CC1C#N 4-[6-(6-benzyl-3,6-diazabicyclo[3.1.1]heptan-3-yl)-3-pyridyl]-6-chloro-pyrazolo[1,5-a]pyrazine-3-carbonitrile